5-[(5-bromo-1-ethyl-1H-indol-3-yl)methylene]-3-ethylthiazolidine-2,4-dione BrC=1C=C2C(=CN(C2=CC1)CC)C=C1C(N(C(S1)=O)CC)=O